m-tolylglycine C1(=CC(=CC=C1)NCC(=O)O)C